4-((2-(3-(aminomethyl)-8-azabicyclo[3.2.1]oct-8-yl)pyrido[2,3-b]pyrazin-6-yl)thio)-3-chloropyridin-2-amine NCC1CC2CCC(C1)N2C=2N=C1C(=NC2)N=C(C=C1)SC1=C(C(=NC=C1)N)Cl